(3R,5S)-5-methyl-1-[8-(trifluoromethyl)-5-quinolinyl]piperidin-3-amine C[C@H]1C[C@H](CN(C1)C1=C2C=CC=NC2=C(C=C1)C(F)(F)F)N